ClC1=C(C=CC=C1F)[C@H]1[C@@H](CCC(C1)(C)C)C(=O)N1[C@H](CC2(CN(C2)C(C=C)=O)CC1)C 1-((S)-7-((1R,2R)-2-(2-chloro-3-fluorophenyl)-4,4-dimethylcyclohexane-1-carbonyl)-6-methyl-2,7-diazaspiro[3.5]nonan-2-yl)prop-2-en-1-one